[(3R,9aS)-3-(2-chlorophenyl)-3-hydroxy-1,4,6,7,9,9a-hexahydropyrazino[2,1-c][1,4]oxazin-8-yl]-(2-chloro-3-methoxyphenyl)methanone ClC1=C(C=CC=C1)[C@@]1(CN2[C@H](CO1)CN(CC2)C(=O)C2=C(C(=CC=C2)OC)Cl)O